[(1R,8S,9R)-bicyclo[6.1.0]non-4-yn-9-yl]methyl N-{2-[2-(2-aminoethoxy)ethoxy]ethyl}carbamate NCCOCCOCCNC(OCC1[C@H]2CCC#CCC[C@@H]12)=O